5,5,7,12,12,14-hexamethyl-1,4,8,11-tetraazacyclotetradecane CC1(NCCNC(CC(NCCNC(C1)C)(C)C)C)C